(4-((2-bromo-4-methylthiazol-5-yl)oxy)-3-chlorophenyl)-4-(2,6-difluorobenzyl)-2,4-dihydro-3H-1,2,4-triazol-3-one BrC=1SC(=C(N1)C)OC1=C(C=C(C=C1)N1N=CN(C1=O)CC1=C(C=CC=C1F)F)Cl